FC(C1=CN=CC(=N1)OC1=CC=C(C=C1)C1=NOC(=N1)CC(C(=O)O)=C)(F)F 2-((3-(4-((6-(trifluoromethyl)pyrazin-2-yl)oxy)phenyl)-1,2,4-oxadiazol-5-yl)methyl)acrylic acid